C(C)(C)(C)OC(NC1CC=2N(C3=C(C1)C=C(C=C3)Cl)C(=NN2)N2CCC(CC2)N2CCCCC2)=O [1-(1,4'-bipiperidin-1'-yl)-8-chloro-5,6-dihydro-4H-[1,2,4]triazolo[4,3-a][1]benzazepin-5-yl]carbamic acid tert-butyl ester